(R)-N-(4-cyclobutyl-1-methyl-3-(4-methyl-1,2,3-thiadiazol-5-yl)-1H-pyrazol-5-yl)-2,2-difluorocyclopropane-1-carboxamide C1(CCC1)C=1C(=NN(C1NC(=O)[C@@H]1C(C1)(F)F)C)C1=C(N=NS1)C